[C@@H]1(C[C@H](O)[C@@H](CO)S1)N1C(=O)N=C(N)C=C1 4'-thio-2'-deoxycytidine